ClC=1N=CC2=CC3=CC=NC=C3C=C2C1Cl 3,4-dichloro-2,6-diazaanthracene